N-[(S)-1-(4-fluoro-3-methoxyphenyl)ethyl]-N-methyl-4-[(S)-5-methyl-1,4-diazepan-1-yl]-8-cyclopropyl-6-methyl-2-oxo-1,2-dihydro-1,7-diaza-3-naphthamide FC1=C(C=C(C=C1)[C@H](C)N(C(=O)C=1C(NC2=C(N=C(C=C2C1N1CCN[C@H](CC1)C)C)C1CC1)=O)C)OC